C1=CC=CC1.C1=CC=CC1.[Mg] Magnesium dicyclopentadiene